3-[(cis)-2-methylpiperidin-4-yl]thieno[3,2-d]pyrimidin-4-one hydrochloride Cl.C[C@@H]1NCC[C@@H](C1)N1C=NC2=C(C1=O)SC=C2